4,6-Difluorodibenzofurane FC1=CC=CC2=C1OC1=C2C=CC=C1F